N-(2-iodobenzoyl)-2-methylindole IC1=C(C(=O)N2C(=CC3=CC=CC=C23)C)C=CC=C1